4-chloro-7,8-dimethylthieno[3,2-h]quinazoline ClC1=NC=NC2=C3C(=CC=C12)C(=C(S3)C)C